(R)-1-(4-methyl-2-(3-phenylpropyl)oxazol-5-yl)pyrrolidine-2-carbonitrile CC=1N=C(OC1N1[C@H](CCC1)C#N)CCCC1=CC=CC=C1